6-[(R)-3-(3-chloro-2-tolyl)-1-crotonoyl-3-pyrrolidinylamino]-3-methyl-4(3H)-quinazolinone ClC=1C(=C(C=CC1)C)[C@]1(CN(CC1)C(\C=C\C)=O)NC=1C=C2C(N(C=NC2=CC1)C)=O